(S)-2-[4-bromo-2-(1,1-difluoroethyl)-5-fluorophenoxy]propionic acid BrC1=CC(=C(O[C@H](C(=O)O)C)C=C1F)C(C)(F)F